FC=1C=C(C=CC1C1=NOC(=N1)C(F)(F)F)CN1C(CCCCC1)=O 1-[[3-Fluoro-4-(5-(trifluoromethyl)-1,2,4-oxadiazol-3-yl)phenyl]methyl]azepan-2-one